O=C1NC(CCC1N1C(C2=CC=C(C=C2C1)C1=CC(=C2C(=N1)N(N=C2)C(=O)OC(C)(C)C)CN2CCCC2)=O)=O tert-butyl 6-(2-(2,6-dioxopiperidin-3-yl)-1-oxoisoindolin-5-yl)-4-(pyrrolidin-1-ylmethyl)-1H-pyrazolo[3,4-b]pyridine-1-carboxylate